C1(=CC=CC=C1)N1C(=NC2=C3C=CC=NC3=C3N=CC=CC3=C21)C2=CC=CC=C2 1,2-diphenylimidazo[4,5-f][1,10]phenanthroline